4-(2-((tert-butyldimethylsilyl)oxy)-1-phenylethyl)-6-methyl-2-(1-(oxetan-3-yl)-1H-pyrazol-4-yl)-1-tolyl-1,6-dihydro-7H-pyrrolo[2,3-c]pyridin-7-one [Si](C)(C)(C(C)(C)C)OCC(C1=CC=CC=C1)C=1C2=C(C(N(C1)C)=O)N(C(=C2)C=2C=NN(C2)C2COC2)C2=C(C=CC=C2)C